tert-butyl (2S)-4-[1-[5-(difluoromethyl)-1,3,4-thiadiazol-2-yl]-3-ethyl-6-[[3-(fluoromethyl)oxetan-3-yl]sulfamoyl]-2-oxo-benzimidazol-4-yl]-2-methyl-piperazine-1-carboxylate FC(C1=NN=C(S1)N1C(N(C2=C1C=C(C=C2N2C[C@@H](N(CC2)C(=O)OC(C)(C)C)C)S(NC2(COC2)CF)(=O)=O)CC)=O)F